FC1=CC2=C(NC(C3=C(N2)N=CC=C3)=O)C=C1 9-fluoro-5-oxo-5,6-dihydro-11H-benzo[b]pyrido[2,3-e][1,4]diazepine